CC1=CC=C(C(=O)NCC[C@@]23C[C@](C[C@H]2[C@@H]2CC=C4C[C@H](CC[C@]4(C)[C@H]2CC3)O)(O)CC=C)C=C1 (4-methylbenzamidylmethyl)-16alpha-allyl-16beta-hydroxy-androst-5-ene-3beta-ol